COC1=CC=2CC3N(C(CNC3=O)=O)C2C=N1 8-methoxy-2,3,10,10a-tetrahydropyrido[4',3':4,5]pyrrolo[1,2-a]pyrazine-1,4-dione